CN1N=C(C=C1)C1=CC(=C(C(=O)OCC)C=C1)B1OC(C(O1)(C)C)(C)C ethyl 4-(1-methyl-1H-pyrazol-3-yl)-2-(4,4,5,5-tetramethyl-1,3,2-dioxaborolan-2-yl)benzoate